FC(C1=NN(C(=C1)NC(C1=C(N=CC=C1)F)=O)C)F N-(3-(difluoromethyl)-1-methyl-1H-pyrazol-5-yl)-2-fluoronicotinamide